3-(3-Bromo-5-methylphenyl)-3-hydroxy-1-methylpyrrolidin-2-one BrC=1C=C(C=C(C1)C)C1(C(N(CC1)C)=O)O